(R)-N-(1-cyanopyrrolidin-3-yl)-N-ethyl-3-fluoro-4-(1-methyl-1H-pyrazol-4-yl)benzamide C(#N)N1C[C@@H](CC1)N(C(C1=CC(=C(C=C1)C=1C=NN(C1)C)F)=O)CC